tert-butyl 4-([2-[2-(2,6-dioxopiperidin-3-yl)-3-oxo-1H-isoindol-5-yl]-2,7-diazaspiro[3.5]nonan-7-yl]methyl)piperidine-1-carboxylate O=C1NC(CCC1N1CC2=CC=C(C=C2C1=O)N1CC2(C1)CCN(CC2)CC2CCN(CC2)C(=O)OC(C)(C)C)=O